C(C)N1C2=NC(=NC(=C2N=C1C)N1CCOCC1)N1N=C(C(=C1)C1=CC=CC=C1)OC 4-(9-ethyl-2-(3-methoxy-4-phenyl-1H-pyrazol-1-yl)-8-methyl-9H-purin-6-yl)morpholine